N1C=CC=2C1=NC=CC2C(C)OC=2C=C1C(=NNC1=CC2)C=2C=NC(=CC2)N2CC1(C2)CN(C1)S(=O)(=O)C 5-(1-(1H-pyrrolo[2,3-b]pyridin-4-yl)ethoxy)-3-(6-(6-(methylsulfonyl)-2,6-diazaspiro[3.3]heptan-2-yl)pyridin-3-yl)-1H-indazole